(8-Acetyl-2-(3-azabicyclo[3.1.0]hexan-3-yl)-3-methyl-4-oxo-3,4-dihydroquinazolin-6-yl)boronic acid C(C)(=O)C=1C=C(C=C2C(N(C(=NC12)N1CC2CC2C1)C)=O)B(O)O